7,9-difluoro-8-(7-fluoro-1H-indol-4-yl)-1,4,4-trimethyl-5H-[1,2,4]triazolo[4,3-a]quinoxaline FC=1C=C2NC(C=3N(C2=C(C1C1=C2C=CNC2=C(C=C1)F)F)C(=NN3)C)(C)C